ammonium 2-heptadecyloxyethoxy-[[rac-(1R)-2-(6-aminopurine-9-yl)-1-methyl-ethoxy] methyl] phosphinate [PH2](OC(O[C@@H](CN1C2=NC=NC(=C2N=C1)N)C)OCCOCCCCCCCCCCCCCCCCC)=O.[NH4+] |r|